NC1=C(N=C2N1C=CC=C2C2=C(C=CC=C2OC)F)C(=O)NC2=NC=CC=C2 3-Amino-8-(2-fluoro-6-methoxyphenyl)-N-(pyridin-2-yl)imidazo[1,2-a]pyridine-2-carboxamide